FC1=C(C=C(C=C1)S(=O)(=O)N(C)CC1=CC=C(C=C1)OC)C=1OC(=NN1)C 4-fluoro-N-(4-methoxybenzyl)-N-Methyl-3-(5-methyl-1,3,4-oxadiazol-2-yl)benzenesulfonamide